8-Methylthio-guanosine CSC=1N([C@H]2[C@H](O)[C@H](O)[C@@H](CO)O2)C=2N=C(NC(C2N1)=O)N